3-(hexylamino)propanesulfonic acid C(CCCCC)NCCCS(=O)(=O)O